5-(2,4-difluorophenyl)-2,3-dimethyl-7-(2-(2-methylpyridin-4-yl)morpholino)pyrido[4,3-d]pyrimidin-4(3H)-one FC1=C(C=CC(=C1)F)C1=NC(=CC=2N=C(N(C(C21)=O)C)C)N2CC(OCC2)C2=CC(=NC=C2)C